2,8-bis(diphenylphosphino)dibenzothiophene C1(=CC=CC=C1)P(C1=CC2=C(SC3=C2C=C(C=C3)P(C3=CC=CC=C3)C3=CC=CC=C3)C=C1)C1=CC=CC=C1